methyl 7-(2-(2,4-difluorophenoxy)-5-(ethylsulfonamido)-phenyl)-5-methyl-4-oxo-4,5-dihydrothieno[3,2-c]pyridine-2-carboxylate FC1=C(OC2=C(C=C(C=C2)NS(=O)(=O)CC)C=2C3=C(C(N(C2)C)=O)C=C(S3)C(=O)OC)C=CC(=C1)F